biphenylOne C=1(C(CC=CC1)=O)C1=CC=CC=C1